BrC=1C=C2COC(C2=CC1C)=O 5-bromo-6-methyl-isobenzofuran-1(3H)-one